ClC1=C(C=CC=C1)C1=NOC(=C1COC1C[C@H]2CC[C@@H](C1)N2C=2SC1=C(N2)C(=CC(=C1)C(=O)O)C#N)C1CC1 2-((1R,3R,5S)-3-((3-(2-chlorophenyl)-5-cyclopropylisoxazol-4-yl)methoxy)-8-azabicyclo[3.2.1]oct-8-yl)-4-cyanobenzo[d]thiazole-6-carboxylic acid